tert-butyl-benzene C(C)(C)(C)C1=CC=CC=C1